(R)-((5-fluoro-2-(2-methoxy-7-methylquinoxalin-5-yl)-7,8-dihydrobenzofuro[5,4-d]thiazol-7-yl)methyl)carbamic acid tert-butyl ester C(C)(C)(C)OC(NC[C@@H]1OC2=C(C1)C1=C(N=C(S1)C1=C3N=CC(=NC3=CC(=C1)C)OC)C=C2F)=O